(S)-N-(5-methyl-4-oxo-7-(7-oxa-2-azaspiro[3.5]nonan-2-yl)-2,3,4,5-tetrahydrobenzo[b][1,4]oxazepin-3-yl)-5-(1-phenylcyclopropyl)-1,3,4-oxadiazole-2-carboxamide CN1C2=C(OC[C@@H](C1=O)NC(=O)C=1OC(=NN1)C1(CC1)C1=CC=CC=C1)C=CC(=C2)N2CC1(C2)CCOCC1